O=C(CCCOC1=CC=C2CCC3(C2=C1)CCC(CC3)C(=O)O)NCCC3=CC=CC=C3 6'-{4-oxo-4-[(2-phenylethyl)amino]butoxy}-2',3'-dihydrospiro[cyclohexane-1,1'-indene]-4-carboxylic acid